(E)-1-(4-fluoro-2-methoxyphenyl)-3-(3,5,6-trimethylpyrazin-2-yl)-2-propen-1-one FC1=CC(=C(C=C1)C(\C=C\C1=NC(=C(N=C1C)C)C)=O)OC